C1(CC1)C(=O)C1=CC2=CC=CC=C2C=C1 cyclopropyl-2-naphthalenyl ketone